C1(CCC1)NC=1C2=C(N=C(N1)CO)N(C(C2(C)C)=O)C=2C=NC(=NC2)C2CCOCC2 4-(cyclobutylamino)-2-(hydroxymethyl)-5,5-dimethyl-7-(2-(tetrahydro-2H-pyran-4-yl)pyrimidin-5-yl)-5,7-dihydro-6H-pyrrolo[2,3-d]pyrimidin-6-one